7-(2,4-dimethoxybenzyl)-3-methyl-1,7-naphthyridin-8(7H)-one COC1=C(CN2C=CC=3C=C(C=NC3C2=O)C)C=CC(=C1)OC